Methyl 5-(((tert-butoxycarbonyl)(2-((tert-butyldimethylsilyl)oxy)ethyl)amino)methyl)pyrazine-2-carboxylate C(C)(C)(C)OC(=O)N(CCO[Si](C)(C)C(C)(C)C)CC=1N=CC(=NC1)C(=O)OC